5-chloro-N-[2,4-difluoro-3-[1-(4-methyl-3H-imidazol-2-yl)imidazo[1,5-a]pyridin-6-yl]phenyl]-2-methoxypyridine-3-sulfonamide ClC=1C=C(C(=NC1)OC)S(=O)(=O)NC1=C(C(=C(C=C1)F)C=1C=CC=2N(C1)C=NC2C2=NC=C(N2)C)F